N1(N=CC=C1)[C@H]1CN(CC1)C(=O)OC(C)(C)C tert-butyl (R)-3-(1H-pyrazol-1-yl)pyrrolidin-1-carboxylate